CN1N=C(C2=C1C(N(CC2)CC2(CC2)S(=O)(=O)C2(COC2)CO[Si](C(C)C)(C(C)C)C(C)C)=O)C(=O)OCC Ethyl 1-methyl-7-oxo-6-((1-((3-(((triisopropylsilyl)oxy)methyl)oxetan-3-yl)sulfonyl)cyclopropyl)methyl)-4,5,6,7-tetrahydro-1H-pyrazolo[3,4-c]pyridine-3-carboxylate